(R,E)-3-(4-chlorophenyl)-N'-((4-fluorophenyl)sulfonyl)-4-phenyl-N-((S)-2-sulfamoylpropyl)-4,5-dihydro-1H-pyrazole-1-carboximidamide ClC1=CC=C(C=C1)C1=NN(C[C@H]1C1=CC=CC=C1)/C(/NC[C@H](C)S(N)(=O)=O)=N/S(=O)(=O)C1=CC=C(C=C1)F